COC([C@@H](N(C)C(=O)[C@@H]1CN(CC1)S(=O)(=O)C(CBr)Br)C(C)C)=O N-((3S)-1-((1,2-dibromoethyl)sulfonyl)pyrrolidine-3-carbonyl)-N-methyl-L-valine methyl ester